ON1N=NC2=C1C=CC=C2 1-hydroxybenzo-triazole